β-D-glucuronate O[C@H]1[C@H](O)[C@@H](O)[C@H](O)[C@H](O1)C(=O)[O-]